Cl.O[C@@H]1C[C@H](N(C1)C([C@H](C(C)(C)C)NC(=O)C1CCNCC1)=O)C(NCC1=CC=C(C=C1)C1=C(N=CS1)C)=O N-[(2S)-1-[(2S,4R)-4-hydroxy-2-([[4-(4-methyl-1,3-thiazol-5-yl)phenyl]methyl]carbamoyl)pyrrolidin-1-yl]-3,3-dimethyl-1-oxobutan-2-yl]piperidine-4-carboxamide hydrochloride